[Si](C1=CC=CC=C1)(C1=CC=CC=C1)(C(C)(C)C)OC[C@H]1O[C@H]([C@H]2[C@@]1(OC(O2)=S)C#C)N2C1=NC(=NC(=C1N=C2)NC(OC(C)(C)C)=O)Cl tert-butyl (9-((3aR,4R,6R,6aR)-6-(((tert-butyldiphenylsilyl)oxy)-methyl)-6a-ethynyl-2-thioxotetrahydrofuro[3,4-d][1,3]dioxol-4-yl)-2-chloro-9H-purin-6-yl)carbamate